NC=1C=C(C=CC1O)S(=O)(=O)O 3-amino-4-hydroxy-benzenesulfonic acid